C(C1=CC=CC=C1)C=1C=C(C=C(C1OC)C1=CC=CC=C1)N1N=C(C(C1=O)C(=O)NC1=CC(=CC=C1)C(C)(F)F)C 1-(5-benzyl-6-methoxy-[1,1'-biphenyl]-3-yl)-N-(3-(1,1-difluoroethyl)phenyl)-3-methyl-5-oxo-4,5-dihydro-1H-pyrazole-4-carboxamide